CC=1N=C(C2=C(N1)CCCCC2)NC=2C(=NNC2)C(=O)NC2=CC=C(C=C2)N2CCNCC2 4-((2-methyl-6,7,8,9-tetrahydro-5H-cyclohepta[d]pyrimidin-4-yl)amino)-N-(4-(piperazin-1-yl)phenyl)-1H-pyrazole-3-carboxamide